3-(((1-((6-chloropyridin-3-yl)amino)isoquinolin-6-yl)oxy)methyl)thietane 1,1-dioxide ClC1=CC=C(C=N1)NC1=NC=CC2=CC(=CC=C12)OCC1CS(C1)(=O)=O